CN1N=C(C(=C1)C1=CC=C(N=N1)NCC1CC12CCN(CC2)CC(C(C)(C)C)C)C 6-(1,3-dimethylpyrazol-4-yl)-N-[[6-(2,3,3-trimethylbutyl)-6-azaspiro[2.5]octan-2-yl]methyl]pyridazin-3-amine